(2R)-2-(3-{5-Chloro-2-[(oxan-4-yl)amino]pyrimidin-4-yl}-5-oxo-5H,6H,7H-pyrrolo[3,4-b]pyridin-6-yl)-N-[(1S)-1-[3-(difluoromethoxy)phenyl]-2-hydroxyethyl]propanamid ClC=1C(=NC(=NC1)NC1CCOCC1)C=1C=C2C(=NC1)CN(C2=O)[C@@H](C(=O)N[C@H](CO)C2=CC(=CC=C2)OC(F)F)C